C(C)(C)C=1C=NN2C1N=C(C=C2NC2CC1(CN(C1)C(=O)[O-])C2)NC2CCOCC2 6-((3-isopropyl-5-((tetrahydro-2H-pyran-4-yl)amino)pyrazolo[1,5-a]pyrimidin-7-yl)amino)-2-azaspiro[3.3]heptane-2-carboxylate